C(CCCCCCCCCCCCCCC(C)C)OC(CCCCCCCCCCCCCCC(C)C)=O.C(CCCCCCCCCCCCCCCCC)(=O)OCCCCCCCCCCCCCCCC cetyl stearate isostearyl-isostearate